tert-butyl-(2-((4R,5R)-5-(2-chlorophenyl)-2,2-dimethyl-1,3-dioxolan-4-yl)ethoxy)dimethylsilane C(C)(C)(C)[Si](C)(C)OCC[C@H]1OC(O[C@@H]1C1=C(C=CC=C1)Cl)(C)C